2,4-dihydroxy-N-(4-(hydroxycarbamoyl)benzyl)-5-isopropyl-N-phenylbenzamide OC1=C(C(=O)N(C2=CC=CC=C2)CC2=CC=C(C=C2)C(NO)=O)C=C(C(=C1)O)C(C)C